NC1=NC(=CC(=N1)Cl)Cl 2-amino-4,6-dichloropyrimidine